1-(3-(methylcarbamoyl)-7-(trifluoromethyl)thieno[3,2-b]pyridin-5-yl)piperidin-4-yl-6-(cyanomethyl)-2,6-diazaspiro[3.3]heptane-2-carboxylic acid CNC(=O)C1=CSC=2C1=NC(=CC2C(F)(F)F)N2CCC(CC2)C2N(CC21CN(C1)CC#N)C(=O)O